2-(pentan-2-yl)imidazo[2,1-f][1,2,4]triazine-2,4-diamine CC(CCC)C1(NN2C(C(=N1)N)=NC=C2)N